O=S1(C[C@@H](C=C1)NC(=O)C=1N=C(SC1)C1=CC=C(C=C1)C(F)(F)F)=O (R)-N-(1,1-dioxido-2,3-dihydrothiophen-3-yl)-2-(4-(trifluoromethyl)phenyl)thiazole-4-carboxamide